N[C@@H](CCCCN)C(=O)O.O1C=C(C(=O)C=2C(O)=CC(O)=CC12)C1=CC=C(O)C=C1 genistein L-lysine salt